N-(2-(4,4-Difluoropiperidin-1-yl)-6-methylpyrimidin-4-yl)-6-((3-(hydroxymethyl)oxetan-3-yl)amino)-2-(6-azaspiro[2.5]octan-6-yl)nicotinamide FC1(CCN(CC1)C1=NC(=CC(=N1)NC(C1=C(N=C(C=C1)NC1(COC1)CO)N1CCC2(CC2)CC1)=O)C)F